NC1=CC=C(OC2=CC=C(C=C2)C(C)(C)C2=CC(=CC=C2)C(C)(C2=CC=C(C=C2)OC2=CC=C(C=C2)N)C)C=C1 1,3-bis[1-[4-(4-aminophenoxy)phenyl]-1-methyl-ethyl]benzene